N-methylacetoacetamide bis-acetoacetate C(CC(=O)C)(=O)O.C(CC(=O)C)(=O)O.CNC(CC(=O)C)=O